FC=1C=C2C(=CNC2=CC1)C(CN(C)C)C 2-(5-fluoro-1H-indol-3-yl)-N,N-dimethylpropane-1-amine